NC1=NC(=NC=2N1N=C(N2)C=2OC=CC2)N2[C@@H](CCC2)C(=O)N2CCN(CC2)CC(CC)(O)CC (S)-(1-(7-amino-2-(furan-2-yl)-[1,2,4]triazolo[1,5-a][1,3,5]triazin-5-yl)pyrrolidin-2-yl)(4-(2-ethyl-2-hydroxybutyl)piperazin-1-yl)methanone